C1(=CC(=CC=C1)[C@H](CC(=O)[O-])NC(=O)NC=1C(N(C=CC1[O-])C)=O)C1=CC=CC=C1.[Na+].[Na+] Natrium (S)-3-(Biphenyl-3-yl)-3-(3-(1-methyl-4-oxido-2-oxo-1,2-dihydropyridin-3-yl)ureido)propanoat